FC=1C=C(C=C(C1C=1N=NN(C1)CCC=1N=NN(C1)C)F)NC(CC1=C(C(=CC=C1)C(F)(F)F)F)=O N-(3,5-difluoro-4-(1-(2-(1-methyl-1H-1,2,3-triazol-4-yl)ethyl)-1H-1,2,3-triazol-4-yl)phenyl)-2-(2-fluoro-3-(trifluoromethyl)phenyl)acetamide